CCCCCCCC/C=C\\CCCCCCCC(=O)O[C@H](CO)COP(=O)(O)OC[C@@H](C(=O)O)N The molecule is a 2-acyl-sn-glycero-3-phosphoserine in which the acyl group is specified as oleoyl. It derives from an oleic acid. It is a conjugate acid of a 2-oleoyl-sn-glycero-3-phosphoserine(1-).